OCC1=CC=C(C=C1)CNC(OC(C)(C)C)=O tert-butyl N-[[4-(hydroxymethyl)phenyl]methyl]carbamate